N-[1-[5-fluoro-2-[(1-methylpyrazol-4-yl)amino]pyrimidin-4-yl]-2-methyl-indol-5-yl]prop-2-enamide FC=1C(=NC(=NC1)NC=1C=NN(C1)C)N1C(=CC2=CC(=CC=C12)NC(C=C)=O)C